(E)-alpha-cyano-3,4-dihydroxycinnamoyl-piperazine C(#N)/C(/C(=O)N1CCNCC1)=C\C1=CC(=C(C=C1)O)O